(3aS,3bR,4R,5R,5aS,10aR,10bS,12aS)-10a,12a-dimethyl-1-phenyl-3,3a,3b,4,5,5a,6,7,10,10a,10b,11,12,12a-tetradecahydrocyclopenta[5,6]naphtho[1,2-f]indazole-4,5-diol C[C@]12CC=3C=NNC3C[C@@H]1[C@H]([C@@H]([C@H]1[C@H]3[C@](CC[C@@H]12)(C(=CC3)C3=CC=CC=C3)C)O)O